O=C1C(CCC1)C(=O)OC methyl 2-oxocyclopentan-1-formate